2,4-dioxo-1,3-diazaspiro[4.4]nonane-7-carboxylic acid O=C1NC2(C(N1)=O)CC(CC2)C(=O)O